C(C1=CC=CC=C1)OC(=O)NC(C(=O)OC)=C1CN(CC1)C(=O)OC(C)(C)C tert-butyl 3-[1-(benzyloxycarbonylamino)-2-methoxy-2-oxo-ethylidene]pyrrolidine-1-carboxylate